C(CCC)C1=C(C(=C(C(=N1)O)S(=O)(=O)C1=CC=C(C=C1)C=1C(=CC=CC1)C(=O)N)O)N(C)C1=C(C=CC=C1)F 4'-((6-butyl-5-((2-fluorophenyl)(methyl)amino)-2,4-dihydroxypyridin-3-yl)sulfonyl)-[1,1'-biphenyl]-2-carboxamide